N1-(3-((6-(4H-1,2,4-triazol-4-yl)-1H-indazol-4-yl)oxy)propyl)-N3-(3-chloro-4-(trifluoromethoxy)benzyl)propane-1,3-diamine N=1N=CN(C1)C1=CC(=C2C=NNC2=C1)OCCCNCCCNCC1=CC(=C(C=C1)OC(F)(F)F)Cl